C(C1=CC=CC=C1)(=O)O.C1(=CC=CC=C1)SC1=CC=C(C=C1)C(C(CC1CCCC1)=NO)=O 1-(4-phenylthiophenyl)-(3-cyclopentyl)-propane-1,2-dione-2-oxime benzoate